4-(8-((2-(2,6-dioxopiperidin-3-yl)-1-oxoisoindolin-4-yl)thio)octyl)-4-methylmorpholine-4-ium chloride [Cl-].O=C1NC(CCC1N1C(C2=CC=CC(=C2C1)SCCCCCCCC[N+]1(CCOCC1)C)=O)=O